BrC1=C(C(=CC2=C1[C@@H]([C@@](O2)(C(=O)N)C2=CC=CC=C2)OCOC)F)Cl (2R,3S)-4-Bromo-5-chloro-6-fluoro-3-(methoxymethoxy)-2-phenyl-2,3-dihydrobenzofuran-2-carboxamide